CC1=C(C=C(C=C1)C)P (2,5-dimethylphenyl)phosphin